Octenylsuccinate C(=CCCCCCC)C(C(=O)[O-])CC(=O)[O-]